N1=C(N=CC=C1)C1=CN(C=2N=CN=C(C21)N)COCC[Si](C)(C)C 5-(pyrimidin-2-yl)-7-((2-(trimethylsilyl)ethoxy)methyl)-7H-pyrrolo[2,3-d]pyrimidin-4-amine